C(C)(C)(C)C=1C(=C(CC(C(=O)[O-])(C(=O)[O-])CC2=C(C(=CC(=C2)C(C)(C)C)C(C)(C)C)O)C=C(C1)C(C)(C)C)O 2,2-bis(3,5-di-tert-butyl-2-hydroxybenzyl)malonate